O=C1CCOBO1 6-oxo-1,3,2-dioxaborinane